6-fluoro-4-methoxy-2-(5-iodio-2-furanyl)-5-trifluoromethylpyrimidine FC1=C(C(=NC(=N1)C=1OC(=CC1)I)OC)C(F)(F)F